N-(4-((3,5-bis(trifluoromethyl)benzyl)oxy)phenyl)-4-(2-chlorophenethyl)piperazine-1-carboxamide FC(C=1C=C(COC2=CC=C(C=C2)NC(=O)N2CCN(CC2)CCC2=C(C=CC=C2)Cl)C=C(C1)C(F)(F)F)(F)F